C(C=C)C1=NC(=CC=C1C1N(C2=CC(=CC=C2C(N1)=O)C(F)(F)F)C1=C(C=C(C=C1)F)OCC=C)OC 2-(allyl-6-methoxypyridin-3-yl)-1-(2-(allyloxy)-4-fluorophenyl)-7-(trifluoro-methyl)-2,3-dihydro-quinazolin-4(1H)-one